C1(CCCCC1)C(COCC)(COCC)CCC(F)(Cl)Cl 2-cyclohexyl-2-(3,3-dichloro-3-fluoropropyl)-1,3-diethoxypropane